4,5-dihydroxybenzoic acid OC1=CC=C(C(=O)O)C=C1O